FC(C=1C=NC(=NC1)N1CCN(C2(CC2)C1)C(=O)OC(C)(C)C)(F)F tert-butyl 7-(5-(trifluoromethyl) pyrimidin-2-yl)-4,7-diazaspiro[2.5]octane-4-carboxylate